propylene glycol caprate dicaprylate C(CCCCCCC)(=O)O.C(CCCCCCC)(=O)O.OC(=O)CCCCCCCCC.C(C(C)O)O